Cl.O=C1NC(CCC1C=1C(=CC(=NC1)N1CCC(CC1)C(=O)O)C)=O 1-[5-(2,6-DIOXOPIPERIDIN-3-YL)-4-METHYLPYRIDIN-2-YL]PIPERIDINE-4-CARBOXYLIC ACID HYDROCHLORIDE